FC(OC=1C=CC(=NC1)C=1N(C(=NN1)C1CC(C1)NC(=O)C=1C=2N=CC=NC2C=C(C1)F)C1=C(C=CC=C1)F)F N-((1S,3r)-3-(5-(5-(difluoromethoxy)pyridin-2-yl)-4-(2-fluorophenyl)-4H-1,2,4-triazol-3-yl)cyclobutyl)-7-fluoroquinoxaline-5-carboxamide